1-Chloropyrrolo[1,2-d][1,2,4]triazine-4(3H)-thione ClC=1C=2N(C(NN1)=S)C=CC2